OC=1C=C(C=CC(=O)O)C=CC1OCCC 3-hydroxy-4-n-propoxycinnamic acid